1,6-diaminohexane di(trimethylphenyl)carbonate tert-butyl-2-(2-bromo-6-chloropyridin-4-yl)-6-(difluoromethyl)morpholine-4-carboxylate C(C)(C)(C)OC(=O)N1CC(OC(C1)C(F)F)C1=CC(=NC(=C1)Cl)Br.CC1=C(C(=C(C=C1)OC(OC1=C(C(=C(C=C1)C)C)C)=O)C)C.NCCCCCCN